BrC1=CC=CC(=N1)C1(CCN(CC1)C)O 4-(6-bromopyridin-2-yl)-1-methylpiperidin-4-ol